3-(4-Chloro-phenyl)-adamantane-1-carboxylic acid (3-hydroxymethylphenyl)-amide OCC=1C=C(C=CC1)NC(=O)C12CC3(CC(CC(C1)C3)C2)C2=CC=C(C=C2)Cl